FC1=C2C3=C(NC2=C(C=C1F)NC)N=CC(=C3N3CCCC3)C=3C=C1C(C(=CN(C1=NC3)C)C(=O)O)=O 6-[5,6-difluoro-8-(methylamino)-4-pyrrolidin-1-yl-9H-pyrido[2,3-b]indol-3-yl]-1-methyl-4-oxo-1,8-naphthyridine-3-carboxylic acid